4-(4-ethylphenoxy)phenylhydrazine C(C)C1=CC=C(OC2=CC=C(C=C2)NN)C=C1